CN(C(=O)C1C2CNCC1CC2)C N,N-dimethyl-3-azabicyclo[3.2.1]octane-8-carboxamide